(5'S,7a'R)-1-benzoyl-3'-oxotetrahydro-3'H-spiro[piperidine-4,2'-pyrrolo[2,1-b]oxazole]-5'-carboxylic acid C(C1=CC=CC=C1)(=O)N1CCC2(C(N3[C@H](O2)CC[C@H]3C(=O)O)=O)CC1